COC(C1=C(C=CC=C1)[N+]#[C-])=O METHYL-2-ISOCYANOBENZOATE